ClC1=CC=C(CC2C(N(CC2)C2=CC=C(C=C2)C2=C(C=NC=C2)F)=O)C=C1 (4-chlorobenzyl)-1-(4-(3-fluoropyridin-4-yl)phenyl)pyrrolidin-2-one